CP(=O)(C)C=1C=NC2=C(C=CC(=C2N1)N1C[C@H](N([C@H](C1)C)C(=O)OC(C)(C)C)C)C(NC=1C=C(C=2N(C1)C=C(N2)C)F)=O tert-butyl (2R,6S)-4-[3-dimethylphosphoryl-8-[(8-fluoro-2-methyl-imidazo[1,2-a]pyridin-6-yl)carbamoyl]quinoxalin-5-yl]-2,6-dimethyl-piperazine-1-carboxylate